C(=CC=C)C=1OC(=CC1)CO 2-(1,3-butadienyl)-5-hydroxymethyl-furan